dimethyl (3R)-3-cyclopentyl-4-oxo-3-phenyldiazetidine-1,2-dicarboxylate COC(=O)N1C(=O)[C@@](N1C(=O)OC)(C2CCCC2)C3=CC=CC=C3